2-(6-Fluoropyridin-3-yl)pyridazin FC1=CC=C(C=N1)N1NC=CC=C1